(S)-N-(7-fluoronaphtho[2,1-d]triazol-2-yl)tetrahydrofuran-3-carboxamide FC=1C=C2C=CC3=NN(N=C3C2=CC1)NC(=O)[C@@H]1COCC1